CC1(OB(OC1(C)C)C=1C=NN(C1)C(=O)[O-])C 4-(4,4,5,5-tetramethyl-1,3,2-dioxaborolan-2-yl)pyrazole-1-carboxylate